8-chloro-N-(3-cyanooxetan-3-yl)-3-(5-(difluoromethyl)-1,3,4-thiadiazol-2-yl)-N-(3,4-dimethylbenzyl)imidazo[1,5-a]pyridine-6-sulfonamide ClC=1C=2N(C=C(C1)S(=O)(=O)N(CC1=CC(=C(C=C1)C)C)C1(COC1)C#N)C(=NC2)C=2SC(=NN2)C(F)F